4-(2-amino-4-thiazolyl)phenol NC=1SC=C(N1)C1=CC=C(C=C1)O